5-(2,4-dichlorophenyl)-1-methyl-7-(trifluoromethyl)-1,5-dihydro-4H-imidazo[4,5-c][1,8]Naphthyridin-4-one ClC1=C(C=CC(=C1)Cl)N1C(C2=C(C=3C=CC(=NC13)C(F)(F)F)N(C=N2)C)=O